5-(3-(3,5-bis(trifluoromethyl)phenyl)-1H-1,2,4-triazol-1-yl)-1-methyl-1H-imidazole-4-carbonitrile FC(C=1C=C(C=C(C1)C(F)(F)F)C1=NN(C=N1)C1=C(N=CN1C)C#N)(F)F